ClC1=CC=C(C=C1)C1(CC(C1)C#N)O 3-(4-chlorophenyl)-3-hydroxycyclobutanecarbonitrile